ClC1=C(C=CC=C1)C(C1=CN(C(C2=CC(=C(C=C12)OC)OC)=O)C1=NOC2=C1C=C(C=C2)C)O 4-((2-chlorophenyl)(hydroxy)methyl)-6,7-dimethoxy-2-(5-methylbenzo[d]isoxazol-3-yl)isoquinolin-1(2H)-one